(R)-4-(1-(hydroxymethyl)-8-bromo-1,2-dihydronaphtho[2,1-b]furan-1-yl)phenol OC[C@]1(C2=C(OC1)C=CC1=CC=C(C=C12)Br)C1=CC=C(C=C1)O